BrC1=C(C=CC(=C1)OC)C(C=CC1=CC=C(C(=O)O)C=C1)=O 4-[3-(2-Bromo-4-methoxyphenyl)-3-oxoprop-1-en-1-yl]benzoic acid